FC1=C(C=C(C=C1)C)C1=NN(C=C1C(F)(F)F)C1CC2(CN(C2)C(=O)OC(C)(C)C)C1 tert-butyl 6-(3-(2-fluoro-5-methylphenyl)-4-(trifluoromethyl)-1H-pyrazol-1-yl)-2-azaspiro[3.3]heptane-2-carboxylate